COC(CC1=CC(=C(C=C1)Br)COC)=O 2-[4-bromo-3-(methoxymethyl)phenyl]acetic acid methyl ester